5-(3-(5-(1-(cyclopropylmethyl)piperidin-4-yl)thiazol-2-yl)-4-isopropyl-1H-pyrazol-5-yl)-1,3,4-trimethylpyridin-2(1H)-one C1(CC1)CN1CCC(CC1)C1=CN=C(S1)C1=NNC(=C1C(C)C)C=1C(=C(C(N(C1)C)=O)C)C